4-((2S)-2-(dimethylamino)-3-(2-(pyrimidin-2-yl)cyclopropane-1-carboxamido)propyl)-3,5-dimethylbenzamide CN([C@@H](CC1=C(C=C(C(=O)N)C=C1C)C)CNC(=O)C1C(C1)C1=NC=CC=N1)C